C(C)(C)(C)OC(=O)NCCOC1CN(C1)C(=O)OCC1=CC=CC=C1 benzyl 3-[2-(tert-butoxycarbonylamino)ethoxy]azetidine-1-carboxylate